1-(3-{4-[(3-methyl-4-{[1,2,4]triazolo[1,5-a]pyridin-7-yloxy}phenyl)amino]pyrido[3,2-d]pyrimidin-6-yl}-3,8-diazabicyclo[3.2.1]octan-8-yl)prop-2-en-1-one CC=1C=C(C=CC1OC1=CC=2N(C=C1)N=CN2)NC=2C1=C(N=CN2)C=CC(=N1)N1CC2CCC(C1)N2C(C=C)=O